7-(dibromomethyl)-2-methylquinolin BrC(C1=CC=C2C=CC(=NC2=C1)C)Br